Propenaldehyd C(C=C)=O